OCCC1=C2C=CNC2=C(C=C1)C 4-(2-hydroxyethyl)-7-methyl-1H-indole